C(C1=CC=CC=C1)OCCN1C=C(C(=C1C1=C(C=CC=C1)C(F)(F)F)C)C(=O)OC (S)-methyl 1-(2-(benzyloxy)ethyl)-4-methyl-5-(2-(trifluoromethyl)phenyl)-1H-pyrrole-3-carboxylate